trans-1,4-cyclohexanedicarboxaldehyd [C@H]1(CC[C@H](CC1)C=O)C=O